C(N)(=S)C1=NC(=CC(=N1)N(C(OCCCC)=O)C1CCC(CC1)(F)F)N1CCOCC1 butyl (2-carbamothioyl-6-morpholinopyrimidin-4-yl)(4,4-difluorocyclohexyl)carbamate